CN(CCO)C1=CC=C(C=O)C=C1 4-(N-methyl-N-hydroxyethyl-amino)benzaldehyde